CC1=CC=C(C=NC2=CC=C(C=C2)OC)C=C1 N-(4-methylbenzylidene)-4-methoxyaniline